2,4-difluoro-5-[2-fluoro-5-[[4-fluoro-2-(trifluoromethyl)benzoyl]amino]-4-[(3R)-3,4-dimethylpiperazin-1-yl]phenyl]benzamide FC1=C(C(=O)N)C=C(C(=C1)F)C1=C(C=C(C(=C1)NC(C1=C(C=C(C=C1)F)C(F)(F)F)=O)N1C[C@H](N(CC1)C)C)F